FC1=CC=C(C=C1)C1(CN(CC1)C(=O)OCC1=CC=CC=C1)NS(=O)(=O)C1=CC=C(C=C1)OC(F)(F)F benzyl 3-(4-fluorophenyl)-3-[[4-(trifluoromethoxy)phenyl]sulfonylamino]pyrrolidine-1-carboxylate